N1-(2-morpholinoethyl)-3-(piperidin-1-yl)benzene-1,4-diamine tetra-hydrochloride Cl.Cl.Cl.Cl.O1CCN(CC1)CCNC1=CC(=C(C=C1)N)N1CCCCC1